CO[C@H]1C[C@H](C1)C1=C(C(=CC=C1)N)N ((cis)-3-methoxycyclobutyl)benzene-1,2-diamine